2-((3,5-dicyano-4-ethyl-6-(4-(2-hydroxyethoxy)piperidin-1-yl)pyridin-2-yl)sulfanyl)-2-phenylacetamide C(#N)C=1C(=NC(=C(C1CC)C#N)N1CCC(CC1)OCCO)SC(C(=O)N)C1=CC=CC=C1